FCCC12CC(C1)(C2)C(=O)O 3-(2-fluoroethyl)bicyclo[1.1.1]pentane-1-carboxylic acid